3,5-dichlorobenzotrichloride ClC=1C=C(C=C(C1)Cl)C(Cl)(Cl)Cl